C(C(=C)C)(=O)OC(CC(C)OC(C(=C)C)=O)(CC=C)CC=C diallyl-1,3-butanediol dimethacrylate